[3-(1,3-Dimethyl-1H-indazol-5-yl)-2,5-dimethyl-pyrazolo[1,5-a]pyrimidin-7-yl]-(2-fluoro-pyridin-4-ylmethyl)-carbamic acid tert-butyl ester C(C)(C)(C)OC(N(CC1=CC(=NC=C1)F)C1=CC(=NC=2N1N=C(C2C=2C=C1C(=NN(C1=CC2)C)C)C)C)=O